tert-butyl 2-[4-bromo-5-fluoro-2-(4-ethoxy-4,5-dihydroisoxazol-3-yl)phenoxy]acetate BrC1=CC(=C(OCC(=O)OC(C)(C)C)C=C1F)C1=NOCC1OCC